1-(2-(dimethylamino)ethyl)-N1-methyl-N4-(4-(7-methyl-1H-indol-3-yl)-5-(trifluoromethyl)pyrimidin-2-yl)benzene-1,2,4-triamine CN(CCC1(C(C=C(C=C1)NC1=NC=C(C(=N1)C1=CNC2=C(C=CC=C12)C)C(F)(F)F)N)NC)C